methyl-bis(dimethylamino)phosphine oxide CP(N(C)C)(N(C)C)=O